N[C@@H]1C(N(CC1)[C@@]1(CN2C([C@H]([C@H]2S1)NC(\C(=N/OC(C)(C)C(=O)O)\C=1N=C(SC1)N)=O)=O)C(=O)[O-])=O (3R,5R,6R)-3-((S)-3-amino-2-oxopyrrolidin-1-yl)-6-((Z)-2-(2-aminothiazol-4-yl)-2-(((2-carboxypropan-2-yl)oxy) imino)acetamido)-7-oxo-4-thia-1-azabicyclo[3.2.0]heptane-3-carboxylate